2-chloro-1,3-didodecyl-4,5-dihydro-1H-imidazol-3-ium ClC=1N(CC[N+]1CCCCCCCCCCCC)CCCCCCCCCCCC